C(C)(C)(C)NC(=O)NC=1C(=CC2=C(O[C@@H](C(N2CC2=CC(=CC=C2)C(F)F)=O)C)C1F)C#N (R)-1-(tert-butyl)-3-(6-cyano-4-(3-(difluoromethyl)benzyl)-8-fluoro-2-methyl-3-oxo-3,4-dihydro-2H-benzo[b][1,4]oxazin-7-yl)urea